FC(OC1=CC=C(C=C1)S)F 4-(difluoromethoxy)thiophenol